2-benzyl-2-azaspiro[3.3]heptan-6-yl (2R,6S)-4-[5-(dimethylphosphoryl)pyrimidin-2-yl]-2,6-dimethylpiperazine-1-carboxylate CP(=O)(C)C=1C=NC(=NC1)N1C[C@H](N([C@H](C1)C)C(=O)OC1CC2(CN(C2)CC2=CC=CC=C2)C1)C